CC(C(=O)OCCC[Si](OC)(OC)OCC)=C 3-(ethoxydimethoxysilyl)propyl 2-methyl-2-propenoate